(R)-2-amino-3-(3-fluoro-5-(3-methoxyoxetan-3-yl)benzamido)propanoic acid N[C@@H](C(=O)O)CNC(C1=CC(=CC(=C1)C1(COC1)OC)F)=O